ClC=1C=C(C=C(C1)Cl)C1(NC=C(C(=N1)NC1CCN(CC1)C)C=1C=NN(C1)C)N 2-(3,5-dichlorophenyl)-5-(1-methyl-1H-pyrazol-4-yl)-N4-(1-methylpiperidin-4-yl)pyrimidine-2,4-diamine